fluoro-5-(7-(o-tolyl)-3,4-dihydroquinolin-1(2H)-yl)-[1,2,4]triazolo[4,3-a]quinazolin-8-amine FC1=NN=C2N1C1=CC(=CC=C1C(=N2)N2CCCC1=CC=C(C=C21)C2=C(C=CC=C2)C)N